[N+](=O)([O-])[O-].[Mn+2].[N+](=O)([O-])[O-] manganese (II) nitrate